5-bromo-4-[(2,4-difluorobenzyl)oxy]-1-(2,6-difluorophenyl)-2-methyl-6-oxo-1,6-dihydropyridine-3-carbaldehyde BrC1=C(C(=C(N(C1=O)C1=C(C=CC=C1F)F)C)C=O)OCC1=C(C=C(C=C1)F)F